BrC1=C(C(=CC(=C1)S(=O)(=O)C)[N+](=O)[O-])O 2-bromo-4-(methylsulfonyl)-6-nitrophenol